ethyl 4-(methyl(phenyl)amino)butanoate CN(CCCC(=O)OCC)C1=CC=CC=C1